2-(2-methoxy-1,1-difluoro-2-ethoxycarbonyl)-4-methoxypyridine nitrogen [N].COC(C(F)F)OC(=O)C1=NC=CC(=C1)OC